BrC1=CC=CN2C(=C(C=C12)CO)SC(F)F {8-bromo-3-[(difluoromethyl)sulfanyl]indolizin-2-yl}methanol